methyl 5-[2-(2-aminopyridin-3-yl)-5-(pyrazol-1-yl)imidazo[4,5-b]pyridin-3-yl]-2,3-dihydro-1H-indene-1-carboxylate NC1=NC=CC=C1C1=NC=2C(=NC(=CC2)N2N=CC=C2)N1C=1C=C2CCC(C2=CC1)C(=O)OC